O=C1NC(CCC1N1C(C2=CC=CC(=C2C1=O)NCC=1C=NN(C1)C1CCN(CC1)C(C(C)C)=O)=O)=O 2-(2,6-dioxopiperidin-3-yl)-4-(((1-(1-isobutyrylpiperidin-4-yl)-1H-pyrazol-4-yl)methyl)amino)isoindoline-1,3-dione